trans-1-methyl-4-((5-(pyrazolo[1,5-a]pyridin-5-yl)-7H-pyrrolo[2,3-d]pyrimidin-2-yl)amino)cyclohexan C[C@@H]1CC[C@H](CC1)NC=1N=CC2=C(N1)NC=C2C2=CC=1N(C=C2)N=CC1